3,3-dimethyl-5-oxo-1H,2H,3H,4H,5H-pyrrolo[3,2-b]Pyridine CC1(CNC2=C1NC(C=C2)=O)C